ClC1=C(C(=CC(=C1)NC(CC1=CC=C(C=C1)S(=O)(=O)CC)=O)Cl)C1=CC=C(C=C1)S(=O)(=O)C1CC1 N-(2,6-dichloro-4'-(cyclopropylsulfonyl)-[1,1'-biphenyl]-4-yl)-2-(4-(ethylsulfonyl)phenyl)acetamide